CN1N=C(C=C1)C=1C=C(C=CC1)C=1N=C(NC(C1)(C(=O)OCC)NC1=CC=NC=C1)N1CCOCC1 ethyl 4-[3-(1-methylpyrazol-3-yl)phenyl]-2-morpholino-6-(4-pyridylamino)pyrimidine-6-carboxylate